1-((2-benzyl-1-methyl-1H-imidazo[4,5-c]pyridin-4-yl)methyl)-5-bromopyridin-2(1H)-one C(C1=CC=CC=C1)C=1N(C2=C(C(=NC=C2)CN2C(C=CC(=C2)Br)=O)N1)C